Ethyl N-methyl-N-propyl-carbamate CN(C(OCC)=O)CCC